4-methyl-N-(2-oxo-2-(thiophen-2-yl)ethyl)benzenesulfonamide CC1=CC=C(C=C1)S(=O)(=O)NCC(C=1SC=CC1)=O